2-azazoline (3-ethylbenzothiazoline-6-sulfonate) C(C)N1CSC2=C1C=CC(=C2)S(=O)(=O)O.N2N=CCC2